ClC1=CC=C(C=C1)C1=CC(=C(C(=C1)C(=O)N)NC(CO)=O)C1=CC=C(C=C1)NC(=O)N 4-chloro-4'-(2-hydroxyacetamido)-4''-ureido-[1,1':3',1''-terphenyl]-5'-carboxamide